Methane-d1 [2H]C